CC1=C(C(=CC=C1)C)N(C(COC)=O)C1C(SCC1)=O N-(2,6-dimethyl-phenyl)-2-methoxy-N-(tetrahydro-2-oxo-3-thienyl)-acetamide